C1(CC1)S(=O)(=O)NC(OC(C)(C)C)=O tert-butyl (cyclopropylsulfonyl)carbamate